C1(CC1)C(=O)C=1N=C2N(N1)[C@@H](C[C@H]2Cl)C2=CC=CC=C2 cyclopropyl-[(5S,7R)-7-chloro-5-phenyl-6,7-dihydro-5H-pyrrolo[1,2-b][1,2,4]triazol-2-yl]methanone